ethyl-4-(m-tolyl)pyrrolidine C(C)N1CCC(C1)C=1C=C(C=CC1)C